ClC=1C=C(C=2N(N1)C(=NN2)C(C)C)NCC=2C=NC=CC2 6-chloro-3-isopropyl-N-(3-pyridylmethyl)-[1,2,4]triazolo[4,3-b]pyridazin-8-amine